6-(4-ethyl-3-(hydroxymethyl)-5-oxo-4,5-dihydro-1H-1,2,4-triazol-1-yl)-7-fluoro-4-isopropyl-2-(2-methoxy-3,5-dimethylpyridin-4-yl)isoquinolin-1(2H)-one C(C)N1C(=NN(C1=O)C=1C=C2C(=CN(C(C2=CC1F)=O)C1=C(C(=NC=C1C)OC)C)C(C)C)CO